BrC1=CC(=C(C=C1)C1=CN(C2=CC=CC=C12)C1=CC=CC=C1)[N+](=O)[O-] 3-(4-bromo-2-nitrophenyl)-1-phenyl-1H-indole